C1(CC1)N1C(C(=C(C2=C1N(C(N(C2=O)C2=CC=C(C=C2)F)=O)C2=CC=C(C=C2)F)O)CC2=C(C=CC=C2)C)=O cyclopropyl-1,3-bis(4-fluorophenyl)-5-hydroxy-6-(2-methylbenzyl)pyrido[2,3-d]Pyrimidine-2,4,7(1H,3H,8H)-trione